rac-benzyl (1R,2S,4R,6R)-2-(4-bromophenyl)-4-hydroxy-6-(hydroxymethyl)cyclohexane-1-carboxylate BrC1=CC=C(C=C1)[C@@H]1[C@H]([C@@H](C[C@@H](C1)O)CO)C(=O)OCC1=CC=CC=C1 |r|